FC(OC1=CC=C(C=N1)CC1CCC2(CN(C2)C(CC[C@H]2NC(OC2)=O)=O)CC1)F (4R)-4-[3-[7-[[6-(Difluoromethoxy)-3-pyridyl]methyl]-2-azaspiro[3.5]nonan-2-yl]-3-oxo-propyl]oxazolidin-2-one